azaspiro[5.5]undecane-2-carboxylate N1C(CCCC12CCCCC2)C(=O)[O-]